C(CCCNCCCCCCN)CCN bishexamethylenetriamine